C(C1=CC(=O)NC(=O)N1)(=O)[O-].[K+] Kalium orotat